BrC=1C=CC(=NC1)N(C(C1=CN=C(C=C1)N1CCCC1)=O)C N-(5-bromopyridin-2-yl)-N-methyl-6-(pyrrolidin-1-yl)nicotinamide